carboxygold C(=O)(O)[Au]